1,3-dithiolium [S+]1=CSC=C1